C1(C(CC=CC1)C(=O)OCCCCCC(C)=O)C(=O)OCCCCCC(C)=O bis(6-oxoheptyl) 4-cyclohexene-1,2-dicarboxylate